C[Si](SC1=CC=C(C=C1)C)(C)C Trimethyl(4-methylphenylthio)silane